N4-(5-cyclopropyl-1H-pyrazol-3-yl)-N2-[3-(dimethylamino)propyl]-N2-methyl-pyrimidine-2,4-diamine C1(CC1)C1=CC(=NN1)NC1=NC(=NC=C1)N(C)CCCN(C)C